1-[1-(diphenylmethyl)azetidin-3-yl]-1H-pyrazole C1(=CC=CC=C1)C(N1CC(C1)N1N=CC=C1)C1=CC=CC=C1